2-((2-ethylhexyl)oxy)benzene-1,4-diamine C(C)C(COC1=C(C=CC(=C1)N)N)CCCC